[Cl-].C(CCCCCC)(=O)[NH3+] heptanoyl-ammonium chloride